7-phenyl-1,2,3,4-tetrahydronaphthalene-1-carboxylic acid C1(=CC=CC=C1)C1=CC=C2CCCC(C2=C1)C(=O)O